CN1CCN(CC1)C1=CC2=C(NC(=N2)C2=CC3=C(N=C(N3)C3=CC=C(OCCCCC(=O)NCCNC(OC(C)(C)C)=O)C=C3)C=C2)C=C1 tert-butyl (2-(5-(4-(5-(4-methylpiperazin-1-yl)-1H,3'H-[2,5'-bibenzo[d]imidazol]-2'-yl)phenoxy)pentanamido)ethyl)carbamate